trans-4-((4-(2-Cyclopropyloxazol-4-yl) pyridin-2-yl)((trans-4-(5-methoxy-6-methylpyridin-2-yl)cyclohexyl)methyl) carbamoyl)cyclohexyl 3-(methoxymethyl)azetidine-1-carboxylate COCC1CN(C1)C(=O)O[C@@H]1CC[C@H](CC1)C(N(C[C@@H]1CC[C@H](CC1)C1=NC(=C(C=C1)OC)C)C1=NC=CC(=C1)C=1N=C(OC1)C1CC1)=O